5-Bromo-1-tosyl-2,3-dihydro-1H-benzo[b]azepine-4-Carboxylic acid BrC=1C2=C(N(CCC1C(=O)O)S(=O)(=O)C1=CC=C(C)C=C1)C=CC=C2